4-Fluoro-2-(piperidin-4-yl)isoindoline-1,3-dione FC1=C2C(N(C(C2=CC=C1)=O)C1CCNCC1)=O